4-(2-aminoethyl)tetrahydropyran hydrochloride Cl.NCCC1CCOCC1